ClC1=CN=CC=N1 6-chloropyrazin